BrC1=NN2C(N=C(C=C2N[C@@H]2C[C@@H](CCC2)NC=2C=3N(C=CN2)C=NC3)C(F)(F)F)=C1 (1S,3R)-N1-(2-Bromo-5-(trifluoromethyl)pyrazolo[1,5-a]pyrimidin-7-yl)-N3-(imidazo[1,5-a]pyrazin-8-yl)cyclohexane-1,3-diamine